4-(4-(4-(3-(2,6-dioxopiperidin-3-yl)benzyl)piperazin-1-yl)piperidin-1-yl)-N-(5-((R)-2-methoxy-2-phenylacetyl)-1,4,5,6-tetrahydropyrrolo[3,4-c]pyrazol-3-yl)benzamide O=C1NC(CCC1C=1C=C(CN2CCN(CC2)C2CCN(CC2)C2=CC=C(C(=O)NC=3C4=C(NN3)CN(C4)C([C@@H](C4=CC=CC=C4)OC)=O)C=C2)C=CC1)=O